geranyl phenyl ether C1(=CC=CC=C1)OC\C=C(/C)\CCC=C(C)C